dodecylhydroxypropyl phosphate P(=O)(OCCC(O)CCCCCCCCCCCC)([O-])[O-]